diethyl 1-methyl-4-oxo-1,4-dihydropyridine-2,5-dicarboxylate CN1C(=CC(C(=C1)C(=O)OCC)=O)C(=O)OCC